O[C@H]1CC[C@@]2([C@H]3CC[C@@]4([C@H](CC[C@H]4[C@@H]3CC=C2C1)[C@@H](CCC(=O)OC1CCCCCCCCCCC1)C)C)C cyclododecyl (R)-4-((3S,8S,9S,10R,13R,14S,17R)-3-hydroxy-10,13-dimethyl-2,3,4,7,8,9,10,11,12,13,14,15,16,17-tetradecahydro-1H-cyclopenta[a]phenanthren-17-yl)pentanoate